dimethyl-dimethylsilylene(cyclopentadienyl)(2,7-dimethylfluoren-9-yl)hafnium CC([Si](=[Hf](C1C2=CC(=CC=C2C=2C=CC(=CC12)C)C)C1C=CC=C1)C)C